(s)-N-[4-[8-amino-3-(trideuteriomethyl)-5-(trifluoromethyl)imidazo[1,5-a]pyrazin-1-yl]-2,3-difluoro-phenyl]-2-(3-fluorophenyl)-2-hydroxy-acetamide NC=1C=2N(C(=CN1)C(F)(F)F)C(=NC2C2=C(C(=C(C=C2)NC([C@@H](O)C2=CC(=CC=C2)F)=O)F)F)C([2H])([2H])[2H]